2-(methylthio)-1-(2-(5-(p-tolyl)-4H-1,2,4-triazol-3-yl)piperidin-1-yl)propan-1-one CSC(C(=O)N1C(CCCC1)C1=NN=C(N1)C1=CC=C(C=C1)C)C